ethyl-phenyl-acetic acid C(C)C(C(=O)O)C1=CC=CC=C1